tert-butyl 7-[3-(2,4-dioxohexahydropyrimidin-1-yl)-1-methyl-indazol-6-yl]-4-azaspiro[2.5]octane-4-carboxylate O=C1N(CCC(N1)=O)C1=NN(C2=CC(=CC=C12)C1CCN(C2(CC2)C1)C(=O)OC(C)(C)C)C